2,4-dichloro-6-trifluoromethylpyridine ClC1=NC(=CC(=C1)Cl)C(F)(F)F